(2S,4R)-1-[(2S)-2-(4-cyclopropyltriazol-1-yl)-3,3-dimethyl-butanoyl]-4-hydroxy-N-(3,3,3-trifluoro-2-pyrazol-1-yl-propyl)pyrrolidine-2-carboxamide C1(CC1)C=1N=NN(C1)[C@H](C(=O)N1[C@@H](C[C@H](C1)O)C(=O)NCC(C(F)(F)F)N1N=CC=C1)C(C)(C)C